N-(3-methyl-4-((1-methyl-6-((1,2,3,4-tetrahydroisoquinolin-7-yl)amino)-1H-pyrazolo[3,4-d]pyrimidin-3-yl)amino)phenyl)-3-(trifluoromethyl)benzamide CC=1C=C(C=CC1NC1=NN(C2=NC(=NC=C21)NC2=CC=C1CCNCC1=C2)C)NC(C2=CC(=CC=C2)C(F)(F)F)=O